C(C1=CC=CC=C1)OC(=O)NC(C(=O)OC)[C@@H](C)OC1(CCC1)C methyl (3R)-2-(benzyloxycarbonylamino)-3-(1-methylcyclobutoxy)butanoate